Cl.OCC([C@H](C[C@H]1C(NCC1)=O)NC(=O)C1NCC2C1CCC2)=O N-[(2S)-4-hydroxy-3-oxo-1-[(3S)-2-oxopyrrolidin-3-yl]butan-2-yl]-octahydrocyclopenta[c]pyrrole-1-carboxamide hydrochloride